2-(phenyl-(phenylamino)methyl)cyclohexanone C1(=CC=CC=C1)C(C1C(CCCC1)=O)NC1=CC=CC=C1